(±)-(1S,2R,3R,5R)-3-(benzylamino)-2-fluoro-1,5-dimethyl-8-azabicyclo[3.2.1]Octane-8-carboxylic acid tert-butyl ester C(C)(C)(C)OC(=O)N1[C@@]2([C@@H]([C@@H](C[C@]1(CC2)C)NCC2=CC=CC=C2)F)C |r|